N=1C=CN2C1C(=NC=C2)NNC(=O)OC(C)(C)C tert-Butyl 2-(imidazo[1,2-a]pyrazin-8-yl)hydrazine-1-carboxylate